[1,2,4]triazolo[1,5-a]pyridin-1-ium Tritrifluoroacetate FC(C(=O)[O-])(F)F.FC(C(=O)[O-])(F)F.FC(C(=O)[O-])(F)F.[NH+]=1C=NN2C1C=CC=C2.[NH+]=2C=NN1C2C=CC=C1.[NH+]=1C=NN2C1C=CC=C2